BrC=1C=C2CN(C(C2=CC1)=O)C=1N=CN(C1)C 5-bromo-2-(1-methyl-1H-imidazol-4-yl)isoindolin-1-one